C(#N)N1C2C(CC1CC2)NC(=O)C=2C=C1CCN(C1=CC2)C(=O)OC(C)(C)C endo-2-methyl-2-propanyl 5-((7-cyano-7-azabicyclo[2.2.1]heptan-2-yl)-carbamoyl)-2,3-dihydro-1H-indole-1-carboxylate